C(=O)C1=CC=C(C=C1)C1=CC(=C2C=CC3=C(C=C(C4=CC=C1C2=C34)C3=CC=C(C=C3)C=O)C3=CC=C(C=C3)C=O)C3=CC=C(C=C3)C=O 1,3,6,8-Tetrakis(p-formylphenyl)pyren